NC=1C=CC(=C(C1)C=1C2=C(C(N(C1)C)=O)SC(=C2)C=2OC(=NN2)C)OC2=C(C=CC=C2C)C 4-(5-amino-2-(2,6-dimethylphenoxy)phenyl)-6-methyl-2-(5-methyl-1,3,4-oxadiazol-2-yl)thieno[2,3-c]pyridin-7(6H)-one